N1=C(C=CC(=C1)[C@@H](C(=O)NC1=NC=C(C(=C1)C1=CN=C2N1CC(C2)(C)C)Cl)C)C=2C=NC=CC2 (S)-2-([2,3'-bipyridinyl]-5-yl)-N-(5-chloro-4-(6,6-dimethyl-6,7-dihydro-5H-pyrrolo[1,2-a]imidazol-3-yl)pyridin-2-yl)propionamide